hydrazinobenzenecarboxylic acid N(N)C1=C(C=CC=C1)C(=O)O